BrC=1C=C(C(=O)N(C(C(=O)\N=C/N(C)C)C)CC2CC2)C=C(C1)C(F)(F)F 3-bromo-N-(cyclopropylmethyl)-N-[2-[(Z)-dimethylaminomethyleneamino]-1-methyl-2-oxo-ethyl]-5-(trifluoromethyl)benzamide